5-benzyl-5-azaspiro[2.4]heptane-7-ol C(C1=CC=CC=C1)N1CC2(CC2)C(C1)O